tert-butyl 4-(2-methyl-3H-imidazo[4,5-b]pyridin-7-yl)piperidine-1-carboxylate CC1=NC=2C(=NC=CC2C2CCN(CC2)C(=O)OC(C)(C)C)N1